tert-butyl 4-[(2S)-2-[[4-[(3S)-3-(cyanomethyl)-4-prop-2-enoyl-piperazin-1-yl]-7-(8-iodo-1-naphthyl)-6,8-dihydro-5H-pyrido[3,4-d]pyrimidin-2-yl]oxymethyl]pyrrolidin-1-yl]butanoate C(#N)C[C@H]1CN(CCN1C(C=C)=O)C=1C2=C(N=C(N1)OC[C@H]1N(CCC1)CCCC(=O)OC(C)(C)C)CN(CC2)C2=CC=CC1=CC=CC(=C21)I